CC1=C(C(=C2C(=N1)CCC2)NC(OCC(Cl)(Cl)Cl)=O)C(F)(F)F 2,2,2-Trichloroethyl (2-methyl-3-(trifluoromethyl)-6,7-dihydro-5H-cyclopenta[b]pyridin-4-yl)carbamate